(2-((Tert-Butoxycarbonyl)amino)ethyl)(methyl)carbamic acid tert-butyl ester C(C)(C)(C)OC(N(C)CCNC(=O)OC(C)(C)C)=O